OC(CN1N=CC(=C1)C1=CC=2C(=NC=C(C2)C(=O)NC=2C(=NC=C(C2)NC(CN2[C@H](CCC2)C)=O)C)N1)C 2-(1-(2-hydroxypropyl)-1H-pyrazol-4-yl)-N-(2-methyl-5-(2-((S)-2-methylpyrrolidin-1-yl)acetamido)pyridin-3-yl)-1H-pyrrolo[2,3-b]pyridine-5-carboxamide